C1(=CC=CC=C1)C=1OCCNN1 phenyl-5,6-dihydro-4H-1,3,4-oxadiazine